C1(=CC=CC=C1)C1=NC(=NC(=N1)C1=CC=CC=C1)C1=C(C(=C(C#N)C(=C1N1C2=C(C3=CC=CC=C13)C=CN=C2)N2C1=C(C3=CC=CC=C23)C=CN=C1)N1C2=C(C3=CC=CC=C13)C=CN=C2)N2C1=C(C3=CC=CC=C23)C=CN=C1 4-(4,6-diphenyl-1,3,5-triazin-2-yl)-2,3,5,6-tetrakis(9H-pyrido[3,4-b]indol-9-yl)benzonitrile